4-prop-2-enoyl-1-([1,2,4]triazolo[4,3-a]pyridin-3-yl)piperazin-2-one C(C=C)(=O)N1CC(N(CC1)C1=NN=C2N1C=CC=C2)=O